FC=1C=C(C=C(C1OC)F)C1=CC=C(C=C1)C1=C(NC2=CC(=CC=C2C1=O)OC)C 3-(3',5'-Difluoro-4'-methoxy-[1,1'-biphenyl]-4-yl)-7-methoxy-2-methylquinolin-4(1H)-one